ClC=1C=C(C(=O)O)C=C(C1C)Cl 3,5-dichloro-4-methylbenzoic acid